FC1=CC(=NC(=C1C(F)(F)F)OC)C=1C=CC(=NC1)C(F)(F)F 4-fluoro-6-methoxy-5-trifluoromethyl-2-(2-trifluoromethyl-5-pyridyl)pyridine